8-(2,4-Dichlorophenyl)-9-(4-(difluoro(1-(3-fluoropropyl)azetidin-3-yl)methyl)phenyl)-6,7-dihydro-5H-benzo[7]annulen ClC1=C(C=CC(=C1)Cl)C=1CCCC2=C(C1C1=CC=C(C=C1)C(C1CN(C1)CCCF)(F)F)C=CC=C2